FC1N(NC(C2=CC=CC=C12)=O)CC1=CC(=CC=C1)C(=O)N1C(CC1)CN1CCCC1 4-fluoro-3-(3-((pyrrolidin-1-ylmethyl)azetidine-1-carbonyl)benzyl)phthalazin-1(2H)-one